4-methoxytropene COC1CC=C2CC[C@@H]1N2C